7-methyl-2-((2R,4S)-2-(6-oxo-1,6-dihydropyridin-3-yl)tetrahydro-2H-pyran-4-yl)-4-(3-(trifluoromethyl)bicyclo[1.1.1]pentan-1-yl)pyrimido[4,5-d]pyridazin-8(7H)-one CN1N=CC2=C(C1=O)N=C(N=C2C21CC(C2)(C1)C(F)(F)F)[C@@H]1C[C@@H](OCC1)C1=CNC(C=C1)=O